3-[2-[4-[[4-[(3R,5R)-5-[(5-bromo-1-methyl-6-oxo-pyridazin-4-yl)amino]-1-methyl-3-piperidyl]phenyl]methyl]piperazin-1-yl]-4-pyridyl]piperidine-2,6-dione BrC1=C(C=NN(C1=O)C)N[C@@H]1C[C@@H](CN(C1)C)C1=CC=C(C=C1)CN1CCN(CC1)C1=NC=CC(=C1)C1C(NC(CC1)=O)=O